SC1=NC=CC(=C1)N mercapto-4-aminopyridine